O=C1N(C(C=C1)=O)CCOCCOCCC(=O)N[C@H](C(=O)N[C@H](C(=O)NC1=CC=C(C=C1)CI)CCCNC(=O)N)C(C)C (S)-2-((S)-2-(3-(2-(2-(2,5-dioxo-2,5-dihydro-1H-pyrrol-1-yl)ethoxy)ethoxy)propanamido)-3-methylbutanamido)-N-(4-(iodomethyl)phenyl)-5-ureidopentanamide